N-((3-(5-amino-7-(((3S,4R)-3-fluoro-1-methylpiperidin-4-yl)amino)-3-(2,2,2-trifluoroethyl)-2H-indazol-2-yl)-1,2,4-oxadiazol-5-yl)methyl)cyclopropanecarboxamide NC1=CC2=C(N(N=C2C(=C1)N[C@H]1[C@H](CN(CC1)C)F)C1=NOC(=N1)CNC(=O)C1CC1)CC(F)(F)F